FC(C1=C(C(=C(C=C1)[C@@H]1[C@H](O[C@@]([C@H]1C)(C(F)(F)F)C)C(=O)NC1=CC(=NC=C1)C(=O)N)OC)F)F (2S,3R,4S,5S)-4-[[3-[4-(Difluoromethyl)-3-fluoro-2-methoxy-phenyl]-4,5-dimethyl-5-(trifluoromethyl)-tetrahydrofuran-2-carbonyl]amino]pyridin-2-carboxamid